(-)-N,N'-bis(3,5-di-t-butylsalicylidene)-1,2-cyclohexanediamine C(C)(C)(C)C1=C(C(C=NC2C(CCCC2)N=CC=2C(O)=C(C=C(C2)C(C)(C)C)C(C)(C)C)=CC(=C1)C(C)(C)C)O